3',4',5-trimethoxyflavone COC=1C=C(C=2OC3=CC=CC(=C3C(C2)=O)OC)C=CC1OC